(3R)-3-(4-chlorophenyl)-2-[(5-chloropyridin-2-yl)methyl]-4-fluoro-6-(2-hydroxypropan-2-yl)-3-{[1-(methylthio)cyclopropyl]Methoxy}-2,3-dihydro-1H-isoindol-1-one ClC1=CC=C(C=C1)[C@@]1(N(C(C2=CC(=CC(=C12)F)C(C)(C)O)=O)CC1=NC=C(C=C1)Cl)OCC1(CC1)SC